C(C)N1C[C@H]2[C@@H](CC1)CCN2C2=CC=C(N=N2)C2=C(C=C(C=C2C)C)O 2-[6-[(3aS,7aR)-6-ethyl-3,3a,4,5,7,7a-hexahydro-2H-pyrrolo[2,3-c]pyridin-1-yl]pyridazin-3-yl]-3,5-dimethyl-phenol